ClCC=1C=C(C(=O)O)C=CC1 3-chloromethyl-benzoic acid